9-heptadecynic acid C(CCCCCCCC#CCCCCCCC)(=O)O